FC1=CC=C(C=C1)C(CC#N)CC#N 3-(4-fluorophenyl)-glutaronitrile